N-benzyl-1-(4-chlorobenzyl)-7-isobutyl-1,2,3,3a,7,7a-hexahydro-6H-3,6-methanopyrrolo[3,2-c]pyridine-6-carboxamide C(C1=CC=CC=C1)NC(=O)C12C(C3C(C=N1)C(CN3CC3=CC=C(C=C3)Cl)C2)CC(C)C